3-(2-isocyanoethyl)-6-methyl-indole [N+](#[C-])CCC1=CNC2=CC(=CC=C12)C